5-(2-(dimethylaminoethyl-oxy)ethyl)oxy-6-acetamido-N-carboxymethyl-isoindoline-1,3-dione CN(C)CCOCCOC=1C=C2C(N(C(C2=CC1NC(C)=O)=O)CC(=O)O)=O